C(N)(=O)C=1C=C(C=CC1)CN1C2=C(C=CC=C2C=2CCCC(C12)CC)C(=O)O 9-[(3-carbamoylphenyl)methyl]-1-ethyl-2,3,4,9-tetrahydro-1H-carbazole-8-carboxylic acid